methyl-thioxanthone acetate C(C)(=O)O.CC1=CC=CC=2SC3=CC=CC=C3C(C12)=O